tert-butyl N-[(1S)-1-(hydroxymethyl)-3-oxo-3-[4-[5-(trifluoromethyl)pyrimidin-2-yl]piperazin-1-yl]propyl]carbamate OC[C@H](CC(N1CCN(CC1)C1=NC=C(C=N1)C(F)(F)F)=O)NC(OC(C)(C)C)=O